3,5-di(tert-butyl)phenylboronic acid pinacol ester C(C)(C)(C)C=1C=C(C=C(C1)C(C)(C)C)B1OC(C)(C)C(C)(C)O1